2,6-di-butyl-4-methylphenol C(CCC)C1=C(C(=CC(=C1)C)CCCC)O